4,4'-(phenylimino)dibenzoic acid C1(=CC=CC=C1)N(C1=CC=C(C(=O)O)C=C1)C1=CC=C(C(=O)O)C=C1